(3R)-N-(3-{5-tert-butyl-2H-pyrazolo[3,4-b]pyridin-2-yl}-4-fluorophenyl)-3-fluoropyrrolidine-1-carboxamide C(C)(C)(C)C1=CC=2C(N=C1)=NN(C2)C=2C=C(C=CC2F)NC(=O)N2C[C@@H](CC2)F